tert-butyl (S)-(1-(3-((3,3-difluorocyclobutyl)carbamoyl)-5-(3,5-difluorophenyl)pyridin-4-yl)-3-methylpyrrolidin-3-yl)carbamate FC1(CC(C1)NC(=O)C=1C=NC=C(C1N1C[C@@](CC1)(C)NC(OC(C)(C)C)=O)C1=CC(=CC(=C1)F)F)F